FC(C(=O)O)(F)F.NCC1=NC=CC(=C1)S(=O)(=O)N1C[C@H](C[C@@H](C1)C1=CC=CC=C1)C(=O)N1CCS(CC1)(=O)=O trans-(1-((2-(Aminomethyl)pyridin-4-yl)sulfonyl)-5-phenylpiperidin-3-yl)(1,1-dioxidothio-morpholino)methanone 2,2,2-trifluoroacetate